ClCCCCN1N=NC2=C1C=CC(=C2C)C(CC(=O)OCC)C2=CC(=C(C=C2)C)CN2S(OC1=C(C2)C=C(C(=C1)Cl)O)(=O)=O ethyl 3-[1-(4-chlorobutyl)-4-methyl-1H-benzotriazol-5-yl]-3-{3-[(7-chloro-6-hydroxy-2,2-dioxo-2H-1,2λ6,3-benzoxathiazin-3(4H)-yl)methyl]-4-methylphenyl}propanoate